ethyl 7-(4-(7H-pyrrolo[2,3-d]pyrimidin-4-yl)-3,4-dihydro-2H-1,4-thiazine-6-carbonyl)-5,6,7,8-tetrahydroimidazo[1,2-a]pyrazine-2-carboxylate N1=CN=C(C2=C1NC=C2)N2CCSC(=C2)C(=O)N2CC=1N(CC2)C=C(N1)C(=O)OCC